tert-butyl 4-{N'-[6-chloro-4-(methylamino)pyridine-3-carbonyl]hydrazinecarbonyl}piperidine-1-carboxylate ClC1=CC(=C(C=N1)C(=O)NNC(=O)C1CCN(CC1)C(=O)OC(C)(C)C)NC